FC(CC1=C(C(=C2C(=NC=3N(C2=C1)C(=NN3)C)NC3=CC(=CC(=C3)C#CC3(CC3)C)F)F)F)F (2,2-difluoroethyl)-6,7-difluoro-N-(3-fluoro-5-((1-methylcyclopropyl)ethynyl)phenyl)-1-methyl-[1,2,4]triazolo[4,3-a]quinazolin-5-amine